(S)-ethyl 4-(4-((6-oxo-5,6,6a,7,8,9-hexahydropyrido[3,2-e]pyrrolo[1,2-a]pyrazin-3-yl)methyl)piperazin-1-yl)benzoate O=C1[C@H]2N(C3=C(N1)C=C(C=N3)CN3CCN(CC3)C3=CC=C(C(=O)OCC)C=C3)CCC2